FC1(CCOCC1)COC1=C(C=C(C=N1)S(=O)(=O)NC(C1=C(C=CC=C1)OC=1C=C2C(=NC1)NC=C2)=O)C(F)(F)F N-{[6-[(4-fluorotetrahydro-2H-pyran-4-yl)methoxy]-5-(trifluoromethyl)pyridin-3-yl]sulfonyl}-2-(1H-pyrrolo[2,3-b]pyridin-5-yloxy)benzamide